(R)-3-((1H-pyrrolo[2,3-b]pyridin-5-yl)oxy)-4'-(2-(2-chlorophenyl)pyrrolidin-1-yl)-N-((3-nitro-4-(((tetrahydro-2H-pyran-4-yl)methyl)amino)phenyl)sulfonyl)-[1,1'-biphenyl]-4-carboxamide N1C=CC=2C1=NC=C(C2)OC=2C=C(C=CC2C(=O)NS(=O)(=O)C2=CC(=C(C=C2)NCC2CCOCC2)[N+](=O)[O-])C2=CC=C(C=C2)N2[C@H](CCC2)C2=C(C=CC=C2)Cl